3-nitro-4-(prop-1-en-2-yl)benzonitrile [N+](=O)([O-])C=1C=C(C#N)C=CC1C(=C)C